N-(7-methoxy-10H-chromeno[3,2-b]pyridin-10-yl)-2-oxo-6-(trifluoromethyl)-1,2-dihydropyridine-3-carboxamide COC=1C=CC=2C(C3=NC=CC=C3OC2C1)NC(=O)C=1C(NC(=CC1)C(F)(F)F)=O